NC1=CC=C2NC=3C=C(C=C(C3C(C2=C1)(C)C)Cl)Cl 7-amino-1,3-dichloro-9,9-dimethylacridine